1-((2R,6S)-6-((4-bromophenoxy)methyl)-2-methyl-1,4-dioxan-2-yl)-N,N-dimethylmethanamine BrC1=CC=C(OC[C@@H]2COC[C@@](O2)(C)CN(C)C)C=C1